methyl N-[5-[6-[(4-chlorophenyl)-(2-ethoxyethyl)carbamoyl] imidazo[1,2-a]pyridin-3-yl]-2-pyridyl]carbamate ClC1=CC=C(C=C1)N(C(=O)C=1C=CC=2N(C1)C(=CN2)C=2C=CC(=NC2)NC(OC)=O)CCOCC